4-(4-{N-[(4-methoxyphenyl)methyl]cyclopropanesulfonamido}pyridin-2-yl)oxane-4-carboxamide COC1=CC=C(C=C1)CN(S(=O)(=O)C1CC1)C1=CC(=NC=C1)C1(CCOCC1)C(=O)N